(3R,5'S)-5-bromo-5'-carbamoyl-2-oxospiro[indoline-3,3'-pyrroline]-1'-carboxylic acid tert-butyl ester C(C)(C)(C)OC(=O)N1C[C@]2(C[C@H]1C(N)=O)C(NC1=CC=C(C=C12)Br)=O